C(=O)(O)CN1C(C(N(CC1)CC(=O)O)C(=O)O)C(=O)O 1,4-bis(carboxymethyl)piperazine-2,3-dicarboxylic acid